tert-butyl (S)-5-((8-carbamoyl-6-(2-cyano-4-(difluoromethyl)phenyl)pyrido[3,2-d]pyrimidin-4-yl)amino)-3,3-difluoropiperidine-1-carboxylate C(N)(=O)C1=CC(=NC2=C1N=CN=C2N[C@H]2CC(CN(C2)C(=O)OC(C)(C)C)(F)F)C2=C(C=C(C=C2)C(F)F)C#N